C1(=CC=CC=C1)C=1N=CC(=NC1C1=CC=CC=C1)N1CCC(CC1)C1(C(=O)N)CC=CC=C1 1-(1-(5,6-diphenylpyrazin-2-yl)piperidin-4-yl)benzamide